2-(2,2-Difluoroethoxy)-N-(2-fluoro-5-(5-(furan-2-yl)-1,3,4-oxadiazol-2-yl)phenyl)benzamide FC(COC1=C(C(=O)NC2=C(C=CC(=C2)C=2OC(=NN2)C=2OC=CC2)F)C=CC=C1)F